pyridin-2-carbonitril N1=C(C=CC=C1)C#N